FC=1C=C2/C(/C(NC2=CC1)=O)=C/C1=C(C(=C(N1)C)C(=O)N[C@@H]1CNCC1)C (S,Z)-5-((5-fluoro-2-oxoindole-3-ylidene)methyl)-2,4-dimethyl-N-(pyrrolidin-3-yl)-1H-pyrrole-3-carboxamide